NCCC[C@@H](C)OC1=C(C(=O)OC)C=C(C=C1)Br |r| rac-Methyl 2-((5-aminopentan-2-yl)oxy)-5-bromobenzoate